((2R,7aS)-2-((tert-butyldiphenylsilyl)oxy)tetrahydro-1H-pyrrolizin-7a(5H)-yl)methanol [Si](C1=CC=CC=C1)(C1=CC=CC=C1)(C(C)(C)C)O[C@@H]1C[C@@]2(CCCN2C1)CO